N-(3-(2'-((4-((2-(dimethylamino)ethyl)(methyl)amino)phenyl)amino)-7'-oxo-5'H-spiro[cyclopropane-1,8'-pyrido[4,3-d]pyrimidine]-6'(7'H)-yl)-4-methylphenyl)-3-(trifluoromethyl)benzamide CN(CCN(C1=CC=C(C=C1)NC=1N=CC2=C(N1)C1(C(N(C2)C=2C=C(C=CC2C)NC(C2=CC(=CC=C2)C(F)(F)F)=O)=O)CC1)C)C